1-(1-(6-chloro-1-(quinolin-7-yl)-1H-indazol-3-yl)ethyl)-3-methyl-1H-pyrazolo[3,4-d]pyrimidin-4-amine ClC1=CC=C2C(=NN(C2=C1)C1=CC=C2C=CC=NC2=C1)C(C)N1N=C(C=2C1=NC=NC2N)C